(2-amino-3-(3-(4-((2-oxopyridin-1(2H)-yl)methyl)benzyl)isoxazol-5-yl)pyridin-1-ium-1-yl)methyl hydrogen phosphate P(=O)(OC[N+]1=C(C(=CC=C1)C1=CC(=NO1)CC1=CC=C(C=C1)CN1C(C=CC=C1)=O)N)(O)[O-]